O=C1N(C([C@@H](N1)CCC)=O)C1CC2(CC(C2)OC2=NC=CC=C2C(=O)N)C1 2-{[(αR)-6-[(4S)-2,5-dioxo-4-propyl-imidazolidin-1-yl]-spiro[3.3]heptan-2-yl]oxy}pyridine-3-carboxamide